C(C1=CC=CC=C1)N1C2=NC(=NC=C2N=C1)N 9-benzyl-9H-purin-2-amine